OC=1C(=NN(C1C=1OC=C(N1)N1N=C(C=2C1=CN=C(C2)C)C(=O)N)CCC2=CC(=CC=C2)OC)C 1-(2-(4-Hydroxy-1-(3-methoxyphenylethyl)-3-methyl-1H-pyrazol-5-yl)oxazol-4-yl)-5-methyl-1H-pyrazolo[3,4-c]pyridine-3-carboxamide